tert-butyl (6aR)-4-chloro-3-(2-chloro-6-hydroxyphenyl)-2-[(2H3)methyloxy]-6a,7,9,10-tetrahydro-12H-pyrazino[2,1-c]pyrido[2,3-f][1,4]oxazepine-8(6H)-carboxylate ClC1=C(C(=NC=2CN3[C@@H](COC21)CN(CC3)C(=O)OC(C)(C)C)OC([2H])([2H])[2H])C3=C(C=CC=C3O)Cl